(R)-1-(2-fluoro-5-(trifluoromethoxy)phenyl)ethan-1-amine FC1=C(C=C(C=C1)OC(F)(F)F)[C@@H](C)N